2-(anilinomethyl)-pyrrolidine N(C1=CC=CC=C1)CC1NCCC1